FC(C1=NC(=NO1)C=1C=C2CC[C@H](C2=CC1)NC(OC1CNC1)=O)F azetidin-3-yl (R)-(5-(5-(difluoromethyl)-1,2,4-oxadiazol-3-yl)-2,3-dihydro-1H-inden-1-yl)carbamate